CC(C(C)O)(\C=C\C1C(C(=CC1)C)(C)C)C (E)-3,3-dimethyl-5-(2,2,3-trimethylcyclopent-3-en-1-yl)pent-4-en-2-ol